3-[(1R,5S,6r)-3-azabicyclo[3.1.0]hex-6-yl]-1,2-benzoxazole hydrochloride Cl.[C@H]12CNC[C@@H]2C1C1=NOC2=C1C=CC=C2